FC(C1=NN=C(O1)C1=CC=2N(C=C1)C=C(N2)CN(C(=O)N2CCN(CC2)C(=O)OC(C)(C)C)C2=CC(=CC=C2)F)F tert-butyl 4-(((7-(5-(difluoromethyl)-1,3,4-oxadiazol-2-yl)imidazo[1,2-a]pyridin-2-yl)methyl) (3-fluorophenyl)carbamoyl)piperazine-1-carboxylate